C(C(C)C)C1(OCC(O1)CO)C (2-isobutyl-2-methyl-1,3-dioxolan-4-yl)methanol